N[C@H](C(=O)O)CC=1N=CSC1 (S)-2-amino-3-(thiazole-4-yl)propionic acid